N=1C=NN2C1C=CC(=C2)C2=CNC1=NC=C(C=C12)NC(C1=CC(=NC=C1)N1CCNCC1)=O N-(3-([1,2,4]triazolo[1,5-a]pyridin-6-yl)-1H-pyrrolo[2,3-b]pyridin-5-yl)-2-(piperazin-1-yl)isonicotinamide